4-[(3-Hydroxypropyl)amino]-3-nitro-phenol OCCCNC1=C(C=C(C=C1)O)[N+](=O)[O-]